1-benzo[1,3]dioxol-5-ylmethyl-biguanide O1COC2=C1C=CC(=C2)CNC(=N)NC(=N)N